methoxymethyl 4-((2,4-dihydroxy-3,6-dimethylbenzoyl)oxy)-3-ethyl-6-methoxy-2,5-dimethylbenzoate OC1=C(C(=O)OC2=C(C(=C(C(=O)OCOC)C(=C2C)OC)C)CC)C(=CC(=C1C)O)C